OCCN1N=CC2=C(C1=O)N(C1=C2SC(=N1)C)C 6-(2-hydroxyethyl)-2,4-dimethyl-4H-thiazolo[5',4':4,5]pyrrolo[2,3-d]pyridazin-5(6H)-one